ClC1=C(C(=CC=C1OC1=C(C=CC=C1)F)[N+](=O)[O-])N1C[C@@H](N(CC1)C)CN(C(C(F)(F)F)=O)C N-({(2R)-4-[2-chloro-3-(2-fluorophenoxy)-6-nitrophenyl]-1-methylpiperazin-2-yl}methyl)-2,2,2-trifluoro-N-methylacetamide